BrC=1C=C(C=C(C1)C(F)(F)F)C(C)=O 1-[3-bromo-5-(trifluoromethyl)phenyl]ethanone